C1=CC=CC2=CC3=CC=CC=C3C(=C12)COC(N(CC)CC)=O 9-anthrylmethyl-N,N-diethylcarbamate